tert-butyl (4-(1-isopropyl-4-(trifluoromethyl)-1H-imidazol-2-yl)-3-methylbenzyl)(methyl)carbamate C(C)(C)N1C(=NC(=C1)C(F)(F)F)C1=C(C=C(CN(C(OC(C)(C)C)=O)C)C=C1)C